1,3-di-p-tolylpropan-1-one C1(=CC=C(C=C1)C(CCC1=CC=C(C=C1)C)=O)C